O=C1NC(CCC1N1C(C2=CC=C(C=C2C1)N1CCC(CC1)NCC1CCN(CC1)C1=CC=C(C=C1)\C(=C(/CC)\C1=CC=CC=C1)\C1=CC=C(C=C1)B(O)O)=O)=O (E)-(4-(1-(4-(4-(((1-(2-(2,6-dioxopiperidin-3-yl)-1-oxoisoindolin-5-yl)piperidin-4-yl)amino)methyl)piperidin-1-yl)phenyl)-2-phenylbut-1-en-1-yl)phenyl)boronic acid